CCCCCCCCCCCCCCC[C@H]([C@H](CO[C@H]1[C@@H]([C@H]([C@@H]([C@H](O1)CO)O)O)O)NC(=O)CCCCCCCCCCCCCCC/C=C\\CCCCCCCC)O The molecule is a beta-D-glucosyl-(1<->1')-N-acylsphinganine in which the acyl group specified is (17Z)-hexacosenoyl. It has a role as a mouse metabolite. It derives from a (17Z)-hexacosenoic acid.